FC(C=1C=C(C=C(C1)C(F)(F)F)B(C1=C(C(=C(C(=C1F)F)F)F)F)C1=CC(=CC(=C1)C(F)(F)F)C(F)(F)F)(F)F bis(3,5-bis(trifluoromethyl)phenyl)-(2,3,4,5,6-pentafluorophenyl)borane